C1=NC=C(C2=CC=CC=C12)N1C(N(CC1C#N)C1=NC(=NC=C1OC)C(F)(F)F)=O 3-(isoquinolin-4-yl)-1-(5-methoxy-2-(trifluoromethyl)pyrimidin-4-yl)-2-oxoimidazoline-4-carbonitrile